F[C@H]1[C@@H]2CC[C@H](C[C@H]1N1C=NC3=C1N=NC(=C3)C3=CC1=C(N=C(S1)C)C=C3O)N2 6-{7-[(1S,2S,3R,5R)-2-fluoro-8-azabicyclo[3.2.1]octan-3-yl]-7H-imidazo[4,5-c]pyridazin-3-yl}-2-methyl-1,3-benzothiazol-5-ol